FC(OC=1C=C(C=CC1F)C=1C=C2C(=NC1)C=NN2CC(=O)N2CC(C2)C)F 2-[6-[3-(Difluoromethoxy)-4-fluoro-phenyl]pyrazolo[4,3-b]pyridin-1-yl]-1-(3-methylazetidin-1-yl)ethanone